Methyl 4-hydroxy-1-methyl-2-oxo-2,5,6,7-tetrahydro-1H-cyclopenta[b]pyridine-3-carboxylate OC=1C2=C(N(C(C1C(=O)OC)=O)C)CCC2